N-cyclopropyl-2-(4-(4-hydroxy-3-isopropylbenzyl)-3,5-dimethylphenoxy)acetamide C1(CC1)NC(COC1=CC(=C(C(=C1)C)CC1=CC(=C(C=C1)O)C(C)C)C)=O